FC1=C2C(=NC=NC2=CC(=C1)OC)NC1=CC=C(C=C1)[N+](=O)[O-] 5-fluoro-7-methoxy-N-(4-nitrophenyl)quinazolin-4-amine